ClC1=C(OC2CN(C2)C(=O)N2C[C@@H]3[C@@H](OCC(N3)=O)CC2)C=CC(=C1)C(F)(F)F (4aR,8aS)-6-[3-[2-Chloro-4-(trifluoromethyl)phenoxy]azetidine-1-carbonyl]-4,4a,5,7,8,8a-hexahydropyrido[4,3-b][1,4]oxazin-3-one